Cl.N[C@](C(=O)N1CCN(CC1)C(=O)NC1=NC(N(C=C1)C1=CC(=C(C=C1)CN1CCC(CC1)(C)N)Cl)=O)(CO)C (S)-4-(2-Amino-3-hydroxy-2-methylpropanoyl)-N-(1-(4-((4-amino-4-methylpiperidin-1-yl)methyl)-3-chlorophenyl)-2-oxo-1,2-dihydropyrimidin-4-yl)piperazine-1-carboxamide hydrochloride salt